ClC=1C=C(C=C(C1)Cl)[C@H]1CC[C@H](CC1)SC=1N=NNC1C(=O)O 4-(((cis)-4-(3,5-dichlorophenyl)cyclohexyl)thio)-1H-1,2,3-triazole-5-carboxylic acid